ClC=1N(N=C2C3=C(C(=CC12)NC(C1=CC(=CC(=C1)C(F)(F)F)F)=O)C(NC3=O)C3=C(C=CC(=C3)F)Cl)C N-(3-chloro-6-(2-chloro-5-fluorophenyl)-2-methyl-8-oxo-2,6,7,8-tetrahydropyrrolo[3,4-g]indazol-5-yl)-3-fluoro-5-(trifluoromethyl)benzamide